5-(10H-phenothiazin-1-yl)-N1,N1,N3,N3-tetraphenylbenzene-1,3-diamine C1(=CC=CC=2SC3=CC=CC=C3NC12)C=1C=C(C=C(C1)N(C1=CC=CC=C1)C1=CC=CC=C1)N(C1=CC=CC=C1)C1=CC=CC=C1